methyleneether C=O